The molecule is a 1,2-diacyl-3-(beta-D-galactosyl)-sn-glycerol in which the 1- and 2- acyl groups are specified as (9S,13S-12-oxophytodienoyl) and (7Z,10Z,13Z)-hexadecatrienoyl respectively. It has a role as a plant metabolite. It derives from an all-cis-7,10,13-hexadecatrienoic acid and a (15Z)-12-oxophyto-10,15-dienoic acid. CC/C=C\\C/C=C\\C/C=C\\CCCCCC(=O)O[C@@H](CO[C@H]1[C@@H]([C@H]([C@H]([C@H](O1)CO)O)O)O)COC(=O)CCCCCCC[C@H]2C=CC(=O)[C@H]2C/C=C\\CC